rel-(S)-3-fluoro-2-hydroxy-5-(3-(4-(pyrrolidin-1-yl)phenyl)pyrrolidine-1-carbonyl)benzaldehyde FC=1C(=C(C=O)C=C(C1)C(=O)N1C[C@@H](CC1)C1=CC=C(C=C1)N1CCCC1)O |o1:13|